(4-methylbenzoyl)-L-leucine CC1=CC=C(C(=O)N[C@@H](CC(C)C)C(=O)O)C=C1